ClC1=C(C(=C(OC=2N=NC(=C(C2C(=O)NC2=CC(=CC=C2)S(=O)(=N)C)C)C(F)(F)F)C=C1)OC)F 3-(4-chloro-3-fluoro-2-methoxy-phenoxy)-5-methyl-N-[3-(methylsulfonimidoyl)phenyl]-6-(trifluoromethyl)pyridazine-4-carboxamide